NC1(CC1)COC=1C=C(C=C2C(=NNC(C12)=O)CN)C=1C=NN(C1C1=C(C#N)C(=CC(=C1F)Cl)OC1CC1)C 2-(4-(8-((1-Aminocyclopropyl)methoxy)-4-(aminomethyl)-1-oxo-1,2-dihydrophthalazin-6-yl)-1-Methyl-1H-pyrazol-5-yl)-4-chloro-6-cyclopropoxy-3-fluorobenzonitrile